2-(2H-benzotriazol-2-yl)-5-butoxy-phenol N=1N(N=C2C1C=CC=C2)C2=C(C=C(C=C2)OCCCC)O